1-(3-Methoxy-phenyl)-[1]benzopyrano[3,4-d]imidazol-4(1H)-one COC=1C=C(C=CC1)N1C=NC2=C1C1=C(OC2=O)C=CC=C1